2,2-dimethyl-4-oxo-3,8,11,14-tetraoxa-5-azahexadecan-16-oic Acid CC(C)(OC(NCCOCCOCCOCC(=O)O)=O)C